FC=1C=C2N(CCN(C2=CC1)CCCN1CCCCC1)C1=CC=C(C=C1)F 1-(6-fluoro-4-(4-fluorophenyl)-3,4-dihydroquinoxalin-1(2H)-yl)-3-(piperidin-1-yl)propan